3-{[2-carboxy-4-chloro-5-(2H-1,2,3-triazol-4-yl)phenyl]carbamoyl}-3',4'-difluoro-[1,1'-biphenyl]-4-carboxylic acid C(=O)(O)C1=C(C=C(C(=C1)Cl)C1=NNN=C1)NC(=O)C=1C=C(C=CC1C(=O)O)C1=CC(=C(C=C1)F)F